Bromomethyl-cyclopropane BrCC1CC1